C(C)OC(=O)C1=NN(C(=C1)O)CC1=C(C=CC=C1)OC(F)(F)F 5-hydroxyl-1-(2-(trifluoromethoxy)benzyl)-1H-pyrazole-3-carboxylic acid ethyl ester